(R)-3,3'-bis(4-methoxyphenyl)-1,1'-binaphthol phosphate P(=O)(O)(O)OC=1C(=C2C=CC=CC2=CC1C1=CC=C(C=C1)OC)C1=CC(=CC2=CC=CC=C12)C1=CC=C(C=C1)OC